C12C(CC(CC1)C2)CC(=O)NC2=CC(=NC=C2)C(=O)NC(C)(C)C#N 4-(2-{Bicyclo[2.2.1]heptan-2-yl}acetamido)-N-(1-cyano-1-methylethyl)pyridine-2-carboxamide